CC1(CNC1)N1CCN(CC1)C(=O)OC(C)(C)C tert-Butyl 4-(3-methylazetidin-3-yl)piperazine-1-carboxylate